CC(CCCCCCCCCCCCCC)CCCCCCCCCCCCCCCCCCCCC 15-Methylhexatriacontane